O[C@@H]1[C@H](OC=CC1=O)CO (2R,3R)-3-hydroxy-2-(hydroxymethyl)-2H-pyran-4(3H)-one